S1C=C(C2=C1C=CC=C2)C[C@@H](C(=O)N)N(C)C (S)-3-(3-benzothienyl)-2-(dimethylamino)propanamide